pyridin-3-d N1=CC(=CC=C1)[2H]